(hydroxyamino)-3-imino-2-methylpropanoic acid ethyl ester C(C)OC(C(C=N)(C)NO)=O